COC(=O)C=1SC=C(C1C(=O)OC)NC(=O)NC1=C(C=C(C(=C1)OCC1=CC=CC=2OCCOC21)OC)F 4-(3-(5-((2,3-dihydrobenzo[b][1,4]dioxin-5-yl)methoxy)-2-fluoro-4-methoxyphenyl)ureido)thiophene-2,3-dicarboxylic acid dimethyl ester